C1(CC1)[C@@H](C(=O)O)NC(=O)OCC1C2=CC=CC=C2C=2C=CC=CC12 (2S)-2-cyclopropyl-2-(9H-fluoren-9-ylmethoxycarbonyl-amino)acetic acid